[O-2].[Cd+2] cadmium(II) oxide